ClC1=NC=C(C(=N1)C1=CNC2=CC(=CC=C12)C(=O)OC)C(F)(F)F methyl 3-(2-chloro-5-(trifluoromethyl)pyrimidin-4-yl)-1H-indole-6-carboxylate